ClC=1C=C2C(=C(C=NC2=CC1)S(NC=1N=NNN1)(=O)=O)NC1=C(C(=O)O)C=CC=C1 2-[[6-chloro-3-(2H-tetrazol-5-ylsulfamoyl)-4-quinolinyl]amino]benzoic acid